3,5-dihydroxyl-2-(4-methoxy-phenyl)-8,8-dimethyl-9,10-dihydro-8H-pyrano[2,3-f]chromen-4-one OC=1C(C=2C(=C3CCC(OC3=CC2O)(C)C)OC1C1=CC=C(C=C1)OC)=O